CNS(=O)(=O)CCNC1=C(C=C(C=C1)C1=CC=CC=C1)C1=NN(C=C1)CC=1C=C(C(=O)N)C=CC1 3-((3-(4-((2-(N-methylsulfamoyl)ethyl)amino)-[1,1'-biphenyl]-3-yl)-1H-pyrazol-1-yl)methyl)benzamide